CN(CCCN(CCC(=O)[O-])CCC(=O)[O-])CCCN(CCC(=O)[O-])CCC(=O)[O-] (((methylazanediyl) bis(propane-3,1-diyl))bis(azanetriyl))tetrapropionate